3-(acryloyloxymethyl)-3-ethyl-oxetane C(C=C)(=O)OCC1(COC1)CC